Tert-butyl (1R)-4,7-difluoro-1-{[(R)-2-methylpropane-2-sulfinyl]amino}-1,3-dihydrospiro[indene-2,4'-piperidine]-1'-carboxylate FC1=C2CC3(CCN(CC3)C(=O)OC(C)(C)C)[C@H](C2=C(C=C1)F)N[S@](=O)C(C)(C)C